C(C)C1=CC=C(C=C1)OCC(CC(C)=O)=O 1-(4-ethylphenyl)oxy-2,4-pentanedione